(2S,4R)-1-((2R)-2-(3-((1-bromopropan-2-yl)oxy)isoxazol-5-yl)-3-methylbutanoyl)-4-((tert-butyldimethylsilyl)oxy)-N-((S)-1-(4-(4-methylthiazol-5-yl)phenyl)ethyl)pyrrolidine-2-carboxamide BrCC(C)OC1=NOC(=C1)[C@H](C(=O)N1[C@@H](C[C@H](C1)O[Si](C)(C)C(C)(C)C)C(=O)N[C@@H](C)C1=CC=C(C=C1)C1=C(N=CS1)C)C(C)C